NC1=NC=C(C2=C1C(=C(N2C)C2=CC=C(C=C2)NC(C=C)=O)C2=CC(=C(C=C2)CC(NCC(F)(F)F)=O)OC)C#N N-(4-(4-amino-7-cyano-3-(3-methoxy-4-(2-oxo-2-((2,2,2-trifluoroethyl)amino)ethyl)phenyl)-1-methyl-1H-pyrrolo[3,2-c]pyridin-2-yl)phenyl)acrylamide